COC1=CC=C2CCCN(C2=C1)C(=O)C=1C=NC=C(C1)C1=CC=CC=C1 (7-methoxy-3,4-dihydroquinolin-1(2H)-yl)(5-phenylpyridin-3-yl)methanone